dimethallyl carbonate C(OCC(C)=C)(OCC(C)=C)=O